O1C(OCC1)C1CCN(CC1)C(=O)C1=CC=C(C=C1)C1CCNCC1 [4-(1,3-Dioxolan-2-yl)piperidin-1-yl][4-(piperidin-4-yl)phenyl]methanone